((1S,2S)-2-(hydroxymethyl)cyclopentyl)carbamic acid tert-butyl ester C(C)(C)(C)OC(N[C@@H]1[C@H](CCC1)CO)=O